C(C)C1=NN(C(=C1)C(C)C)C1=C(C=C(C=C1)Cl)Cl ethyl-1-(2,4-dichlorophenyl)-5-isopropylpyrazol